N1=CC(=CC=C1)C=1C(=NC=CN1)C(=O)N pyridin-3-yl-pyrazine-2-carboxamide